3-trimethoxysilyl-N-(1,3-dimethyl-butylidene)propylamine CO[Si](CCCN=C(CC(C)C)C)(OC)OC